NCCC1=CC=C(C=C1)C=1N=NN(N1)CC#N 2-(5-(4-(2-aminoethyl)phenyl)-2H-tetrazol-2-yl)acetonitrile